CC1=CC(=CC2=NC3=CC=CC=C3C=C12)C=1N(C=CC1)S(=O)(=O)C1=CC=C(C)C=C1 2-(1-methylacrid-3-yl)-1-p-toluenesulfonyl-1H-pyrrole